ClC1=C(C=CC=C1C)C1=C(C=2N=C(N=C(C2C=N1)N1C[C@@H]2CCC(C1)N2C(=O)OC(C)(C)C)OCC21CCCN1CCC2)F (S)-tert-butyl 3-(7-(2-chloro-3-methylphenyl)-8-fluoro-2-((hexahydro-1H-pyrrolizin-7a-yl)methoxy)pyrido[4,3-d]pyrimidin-4-yl)-3,8-diazabicyclo[3.2.1]octane-8-carboxylate